ClC=1C(=NC=C(C1)Cl)OC1CCC2(C(NC3=CC=C(C=C23)C2=NOC(N2)=O)=O)CC1 3-[cis-4-[(3,5-dichloro-2-pyridyl)oxy]-2'-oxo-spiro[cyclohexane-1,3'-indoline]-5'-yl]-4H-1,2,4-oxadiazol-5-one